(S)-7,7-dimethyl-N-(5-methyl-4-oxo-2,3,4,5-tetrahydrobenzo[b][1,4]oxazepin-3-yl)-5,7-dihydrothieno[3,4-d]pyrimidine-2-carboxamide CC1(SCC2=C1N=C(N=C2)C(=O)N[C@@H]2C(N(C1=C(OC2)C=CC=C1)C)=O)C